(1S,5R)-8-(difluoromethoxy)-2,3,4,5-tetrahydro-1H-1,5-methanobenzo[c]azepine FC(OC=1C=CC2=C([C@H]3NCC[C@@H]2C3)C1)F